O=C1NC(CCC1N1C(C2=CC=C(C=C2C1)NC(=O)N1C[C@@H](C2=CC=CC=C12)C)=O)=O (3R)-N-(2-(2,6-dioxopiperidin-3-yl)-1-oxoisoindolin-5-yl)-3-methylindoline-1-carboxamide